17,19-dihydroxy-1,2-epoxyandrost-4-ene-3-one OC1[C@]2(C)[C@@H](CC1)[C@@H]1CCC3=CC(C4C([C@]3(CO)[C@H]1CC2)O4)=O